tert-butyl (S)-(1-(5-(4-(1-(3-methoxypropyl)piperidin-4-yl)phenyl)-3-methylthiophene-2-carbonyl)pyrrolidin-3-yl)carbamate COCCCN1CCC(CC1)C1=CC=C(C=C1)C1=CC(=C(S1)C(=O)N1C[C@H](CC1)NC(OC(C)(C)C)=O)C